F[C@H]1[C@H](C1)C(=O)NC1=NC=C2C=C(C=3N(C2=C1)N=CN3)C=3C=NC(=CC3C)[C@@](CC)([2H])O (1R,2R)-2-fluoro-N-(4-(6-((S)-1-hydroxypropyl-1-d)-4-methylpyridin-3-yl)-[1,2,4]triazolo[1,5-a][1,6]naphthyridin-8-yl)cyclopropane-1-carboxamide